[3,5-difluoro-4'-(4-pentylcyclohexyl)-[1,1'-biphenyl]-4-yl]ethynylamine FC=1C=C(C=C(C1C#CN)F)C1=CC=C(C=C1)C1CCC(CC1)CCCCC